ClC1=NC=2N(C(=C1)NCC=1OC=CN1)N=CC2C(C)C 5-chloro-3-isopropyl-N-(oxazol-2-ylmethyl)pyrazolo[1,5-a]pyrimidin-7-amine